2-(4-hydroxypiperidine-1-carbonyl)anthracene-9,10-dione OC1CCN(CC1)C(=O)C1=CC=2C(C3=CC=CC=C3C(C2C=C1)=O)=O